O=S1(N(CCC1)C1=CC=C(C=C1)NC1=NC=C(C(=N1)NCC=1C(=NC=CC1)N(S(=O)(=O)C)C)C(F)(F)F)=O N-[3-({[2-{[4-(1,1-dioxidoisothiazolidin-2-yl)phenyl]amino}-5-(trifluoromethyl)pyrimidin-4-yl]amino}methyl)pyridin-2-yl]-N-methylmethane-sulfonamide